4,4,4-trifluorobutan-2-amine hydrochloride Cl.FC(CC(C)N)(F)F